BrC1=NN(C(=C1)Br)C 3,5-dibromo-1-methyl-pyrazole